BrC1=C2C(=C3C(NC(NC3=C1)=O)=O)N=CN2C 4-bromo-3-methyl-3,6-dihydro-7H-imidazo[4,5-f]quinazoline-7,9(8H)-dione